tris(methylphenyl)phosphonium tetrakis(phenyl)borate C1(=CC=CC=C1)[B-](C1=CC=CC=C1)(C1=CC=CC=C1)C1=CC=CC=C1.CC1=C(C=CC=C1)[PH+](C1=C(C=CC=C1)C)C1=C(C=CC=C1)C